ethyl 2-(4-fluorobenzofuran-7-yl)acetate FC1=CC=C(C2=C1C=CO2)CC(=O)OCC